4-[3-Oxo-3-[3-[4-[1-(trifluoromethyl)cyclopropyl]phenyl]azetidin-1-yl]propyl]imidazolidin-2-one O=C(CCC1NC(NC1)=O)N1CC(C1)C1=CC=C(C=C1)C1(CC1)C(F)(F)F